C1(CC1)N1N=CC(=C1C(OCC)OCC)C(=O)OCC ethyl 1-cyclopropyl-5-(diethoxymethyl)-1H-pyrazole-4-carboxylate